CN1N=C(N=C1)CNC(=O)N1C=NC=C1 N-((1-methyl-1H-1,2,4-triazol-3-yl)methyl)-1H-imidazole-1-carboxamide